C(CCCCCCCCCCC)[NH+](CC(O)O)[O-] lauryldihydroxyethylamine oxide